methyl 2-(3-(3-acrylamido-4-methylphenyl)-2-(4-(4-methylpiperazin-1-yl)phenyl)-1H-pyrrolo[2,3-b]pyridin-5-yl)acetate C(C=C)(=O)NC=1C=C(C=CC1C)C1=C(NC2=NC=C(C=C21)CC(=O)OC)C2=CC=C(C=C2)N2CCN(CC2)C